C1C(CC[C@@H]2CCCC[C@@H]12)=O (4aS,8aS)-octahydro-2(1H)naphthalenone